1-(3-(pyridin-4-yl)propyl)-N-(4-styrylthiazol-2-yl)-1H-pyrrole-2-carboxamide N1=CC=C(C=C1)CCCN1C(=CC=C1)C(=O)NC=1SC=C(N1)C=CC1=CC=CC=C1